(2-((1-(tetrahydro-2H-pyran-4-yl)-1H-pyrazol-4-yl)amino)-5-(trifluoromethyl)pyrimidin-4-yl)benzoic acid O1CCC(CC1)N1N=CC(=C1)NC1=NC=C(C(=N1)C1=C(C(=O)O)C=CC=C1)C(F)(F)F